C(CCCCCC=CCCCCCCCCCC)(=O)OC 7-OCTADECENOIC ACID, METHYL ESTER